CNC(C)C N-methyl-(isopropyl)amine